2-benzyl-6-(5-(3-chlorophenyl)-1,3,4-oxadiazol-2-yl)pyridazin-3(2H)-one C(C1=CC=CC=C1)N1N=C(C=CC1=O)C=1OC(=NN1)C1=CC(=CC=C1)Cl